4-pentenyl-ethyl-dichlorosilane C(CCC=C)[Si](Cl)(Cl)CC